O=C[C@H](O)[13C@@H](O)[13C@H](O)[C@H](O)CO [3,4-13C]-glucose